[N+](=O)([O-])C(C(=O)OC)CCCCCC(=O)OC dimethyl 2-nitro-octanedioate